(1S,2S)-2-((6-(4-((2-(4-chlorophenyl)ethyl)sulfonamido)-3-methylisoxazol-5-yl)-2-methylpyridin-3-yl)carbamoyl)cyclohexane-1-carboxylic acid ClC1=CC=C(C=C1)CCS(=O)(=O)NC=1C(=NOC1C1=CC=C(C(=N1)C)NC(=O)[C@@H]1[C@H](CCCC1)C(=O)O)C